3,4-bis(bisphenylphosphanyl)furan-2,5-dione C1(=CC=CC=C1)P(C=1C(OC(C1P(C1=CC=CC=C1)C1=CC=CC=C1)=O)=O)C1=CC=CC=C1